(R)-tert-butyl 3-((5-(1-methyl-1,2,3,4-tetrahydropyrido[2,3-b]pyrazin-6-yl)pentyl)oxy)pyrrolidine-1-carboxylate CN1C2=C(NCC1)N=C(C=C2)CCCCCO[C@H]2CN(CC2)C(=O)OC(C)(C)C